ClC1=C2C(N(C(C2=CC=C1)=O)CC(=O)NCCS)=O 2-(4-chloro-1,3-dioxoisoindol-2-yl)-N-(2-mercaptoethyl)acetamide